CN(C(OC)=O)C Methyl N,N-dimethylcarbamate